methyl (R)-2-((tert-butoxycarbonyl)amino)-5-oxohexanoate C(C)(C)(C)OC(=O)N[C@@H](C(=O)OC)CCC(C)=O